(+)-dextrose monohydrate O.O=C[C@H](O)[C@@H](O)[C@H](O)[C@H](O)CO